C(C)N1C=NCC1 monoethyl-imidazoline